NC1=CC(=C(C=C1)C=1C(=C(NC1CC)C(=O)N)C1=CC(=C(C=C1)C(NCC(C)(C)F)=O)OC)C 4-(4-amino-2-methyl-phenyl)-5-ethyl-3-[4-[(2-fluoro-2-methyl-propyl)carbamoyl]-3-methoxy-phenyl]-1H-pyrrole-2-carboxamide